2-((1R,5s)-6-oxa-3-azabicyclo[3.1.1]hept-3-yl)quinoline-6-carbaldehyde [C@@H]12CN(C[C@@H](O1)C2)C2=NC1=CC=C(C=C1C=C2)C=O